3-[3-(2-propanyl)-1-cyclohexen-1-yl]propanal CC(C)C1C=C(CCC1)CCC=O